((2R,3R,4R,5R)-5-(2,4-dioxo-3,4-dihydropyrimidin-1(2H)-yl)-4-fluoro-3-hydroxy-4-methyltetrahydrofuran-2-yl) methylphenyl hydrogen phosphate P(=O)(O[C@H]1O[C@H]([C@]([C@@H]1O)(C)F)N1C(NC(C=C1)=O)=O)(OC1=C(C=CC=C1)C)O